1-{[1-(4-chloro-3-fluorophenyl)-3-methyl-1H-1,2,4-triazol-5-yl]methyl}-3-{[1-(pyridin-3-yl)-1H-1,2,4-triazol-5-yl]methyl}urea ClC1=C(C=C(C=C1)N1N=C(N=C1CNC(=O)NCC1=NC=NN1C=1C=NC=CC1)C)F